7,7-dimethyl-6H-pyrrolo[3,4-b]pyridin-5-one CC1(NC(C=2C1=NC=CC2)=O)C